1-(4-methoxybenzyl)-3-(4-((4-(methylsulfonyl)piperazin-1-yl)methyl)phenyl)urea COC1=CC=C(CNC(=O)NC2=CC=C(C=C2)CN2CCN(CC2)S(=O)(=O)C)C=C1